tert-Butyl 2-((2S,5R,6S)-6-(3-chlorophenyl)-5-(4-chlorophenyl)-4-((S)-1-hydroxybutan-2-yl)-3-oxomorpholin-2-yl)acetate ClC=1C=C(C=CC1)[C@@H]1O[C@H](C(N([C@@H]1C1=CC=C(C=C1)Cl)[C@H](CO)CC)=O)CC(=O)OC(C)(C)C